6-(3-fluoropyridin-4-yl)thieno[3,2-d]pyrimidin-4(3H)-one FC=1C=NC=CC1C1=CC=2N=CNC(C2S1)=O